4-chloro-6-ethoxypyrimidin ClC1=NC=NC(=C1)OCC